5-fluoro-2-(((3-methyl-4-phenoxypyridin-2-yl)methyl)thio)-1H-benzo[d]imidazole FC1=CC2=C(NC(=N2)SCC2=NC=CC(=C2C)OC2=CC=CC=C2)C=C1